ClC=1N=C(C2=C(N1)N(C=C2)COCC[Si](C)(C)C)O[C@@H]2CN(CC[C@@H]2F)C(=O)OC(C)(C)C tert-butyl (3R,4S)-3-((2-chloro-7-((2-(trimethylsilyl)ethoxy)methyl)-7H-pyrrolo[2,3-d]pyrimidin-4-yl)oxy)-4-fluoropiperidine-1-carboxylate